(2R,4R)-4-Hydroxypyrrolidine-1,2-dicarboxylic acid 1-tert-butyl ester 2-methyl ester COC(=O)[C@@H]1N(C[C@@H](C1)O)C(=O)OC(C)(C)C